FC1(C(C1)CN1C2=C(OCC1=O)C(=CC(=C2)C(=O)N[C@H](C)C=2C=NC(=NC2)C(F)(F)F)C=2SC(=CN2)C)F 4-((2,2-difluorocyclopropyl)methyl)-8-(5-methylthiazol-2-yl)-3-oxo-N-((R)-1-(2-(trifluoromethyl)pyrimidin-5-yl)ethyl)-3,4-dihydro-2H-benzo[b][1,4]oxazine-6-carboxamide